8-pentyloxymethoxy-1,3,5-trimethyloctylmagnesium chloride C(CCCC)OCOCCCC(CC(CC(C)[Mg]Cl)C)C